1-methylpyrazin-2(1H)-one CN1C(C=NC=C1)=O